N-(4-(5-cyanopyridin-3-yl)phenyl)-2-(2-(cyclopropanesulfonamido)thiazol-4-yl)-2-ethylbutanamide C(#N)C=1C=C(C=NC1)C1=CC=C(C=C1)NC(C(CC)(CC)C=1N=C(SC1)NS(=O)(=O)C1CC1)=O